[Fe].[W].[Ni] nickel-tungsten-iron